FC1(CCN(CC1)C1=NC(=CC(=C1)C=1N=NN(C1)C1=C(C=C(C=C1)NS(=O)(=O)CCO)N1CCC2(CC2)CC1)OC)F N-(4-(4-(2-(4,4-difluoropiperidin-1-yl)-6-methoxypyridin-4-yl)-1H-1,2,3-triazol-1-yl)-3-(6-azaspiro[2.5]octan-6-yl)phenyl)-2-hydroxyethane-1-sulfonamide